[Br-].C(C)(C)(C)[NH3+] tertiary butyl-ammonium bromide